C(C)(=O)C=1C(=CC2=CC=C(C=C2C1)C(C)=O)N 3,6-diacetyl-2-aminonaphthalene